2-[(2,2-difluoro-2H-1,3-benzodioxol-5-yl)oxy]-N-{3-[2-(3,4-difluorophenoxy)acetylamino]Bicyclo[1.1.1]Pentane-1-yl}acetamide FC1(OC2=C(O1)C=CC(=C2)OCC(=O)NC21CC(C2)(C1)NC(COC1=CC(=C(C=C1)F)F)=O)F